(S)-3-(5-(4-((1-(4-((3S,4R)-3-(4-fluoro-3-methylphenyl)-7-hydroxyisochroman-4-yl)phenyl)piperidin-4-yl)methyl)piperazin-1-yl)-1-oxoisoindolin-2-yl)piperidine-2,6-dione FC1=C(C=C(C=C1)[C@H]1OCC2=CC(=CC=C2[C@H]1C1=CC=C(C=C1)N1CCC(CC1)CN1CCN(CC1)C=1C=C2CN(C(C2=CC1)=O)[C@@H]1C(NC(CC1)=O)=O)O)C